C1(CCC1)C=1C(=NN(C1NC(OC1CCC1)=O)C)C1CC(C1)(F)F cyclobutyl (4-cyclobutyl-3-(3,3-difluorocyclobutyl)-1-methyl-1H-pyrazol-5-yl)carbamate